5-(5-methyl-2-(2-morpholinopyridin-4-ylamino)pyrimidin-4-ylamino)benzo[d]oxazol-2(3H)-one ditrifluoroacetate salt FC(C(=O)O)(F)F.FC(C(=O)O)(F)F.CC=1C(=NC(=NC1)NC1=CC(=NC=C1)N1CCOCC1)NC=1C=CC2=C(NC(O2)=O)C1